CC=1C=C(C(=NC1)C=1SC=CN1)C(=O)N1N(CCC1)CC1=CC2=C(N=C(S2)C)C=C1 (5-methyl-2-(thiazol-2-yl)pyridin-3-yl)(2-((2-methylbenzo[d]thiazol-6-yl)methyl)pyrazolidin-1-yl)methanone